OC(C)(CO)OC(CCCCCCCCCCCCC)=O 2,3-dihydroxypropan-2-yltetradecanoate